1-benzyl 2-methyl 4-(4-(benzyloxy)phenyl)piperazine-1,2-dicarboxylate C(C1=CC=CC=C1)OC1=CC=C(C=C1)N1CC(N(CC1)C(=O)OCC1=CC=CC=C1)C(=O)OC